C(C)(C)C1=C(C(=CC(=C1N=C=N)C(C)C)C(C)C)N=C=N 2,4,6-triisopropyl-1,3-phenylenedicarbodiimide